para-tert-butylphenol tetramethyl-ammonium salt C[N+](C)(C)C.C(C)(C)(C)C1=CC=C(C=C1)O